ClCC1=NC(=NC=C1)OC 4-(chloromethyl)-2-methoxypyrimidine